(3aR,5R,6aR)-5-[(4R)-2,2-dimethyl-1,3-dioxolan-4-yl]-2,2-dimethyl-3a,5,6,6a-tetrahydrofuro[2,3-d][1,3]dioxole CC1(OC[C@@H](O1)[C@H]1C[C@@H]2[C@@H](OC(O2)(C)C)O1)C